COC=1C=C(N=NC1N1CCOCC1)N 5-methoxy-6-morpholino-pyridazin-3-amine